6-[8-(1,3-benzothiazol-2-ylcarbamoyl)-3,4-dihydroisoquinolin-2(1H)-yl]-3-(1-{[2-(4-chlorophenyl)-4,4-dimethylcyclohex-1-en-1-yl]methyl}-1H-pyrazol-4-yl)pyridine-2-carboxylic acid S1C(=NC2=C1C=CC=C2)NC(=O)C=2C=CC=C1CCN(CC21)C2=CC=C(C(=N2)C(=O)O)C=2C=NN(C2)CC2=C(CC(CC2)(C)C)C2=CC=C(C=C2)Cl